C(C)(C)(C)OC(=O)NCCS 2-(t-butoxycarbonylamino)ethanethiol